CO[C@@H]1[C@H]([C@H]2OC(OC[C@H]2O[C@@H]1CN)(C)C)N1N=NC(=C1)C1=CC(=C(C(=C1)F)F)F ((4aR,6R,7R,8R,8aR)-7-methoxy-2,2-dimethyl-8-(4-(3,4,5-trifluorophenyl)-1H-1,2,3-triazol-1-yl)hexahydropyrano[3,2-d][1,3]dioxin-6-yl)methylamine